1-[4-(6-Cyclobutoxy-4-trifluoromethyl-pyridin-2-yl)-2,6-difluoro-phenyl]-piperidine C1(CCC1)OC1=CC(=CC(=N1)C1=CC(=C(C(=C1)F)N1CCCCC1)F)C(F)(F)F